5-methyl-N-[[1-(3-thienyl)cyclopentyl]methyl]-[1,2,4]triazolo[1,5-a]pyrimidin-7-amine CC1=NC=2N(C(=C1)NCC1(CCCC1)C1=CSC=C1)N=CN2